CCC(CCCCCCCCCCCCCC(CCC)O)O eicosane-3,17-diol